7-bromo-3-(but-3-en-1-yl)-8-methoxy-2-methyl-5-phenyl-2,3,4,5-tetrahydrobenzo[f][1,2,5]thiadiazepine 1,1-dioxide BrC=1C(=CC2=C(N(CC(N(S2(=O)=O)C)CCC=C)C2=CC=CC=C2)C1)OC